NC=1N=C(C2=C(N1)C=CN(C2=O)CC2=CC=C(C=C2)CN2CCCC2)NCCOCC 2-amino-4-((2-ethoxyethyl)amino)-6-(4-(pyrrolidin-1-ylmethyl)benzyl)pyrido[4,3-d]pyrimidin-5(6H)-one